Methyl (3S)-1-{(2S)-2-(tert-butoxycarbonyl) amino-3-[3-fluoro-5-(4,4,5,5-tetramethyl-1,3,2-dioxaborolan-2-yl)phenyl]propanoyl}-1,2-diazinane-3-carboxylate C(C)(C)(C)OC(=O)N[C@H](C(=O)N1N[C@@H](CCC1)C(=O)OC)CC1=CC(=CC(=C1)B1OC(C(O1)(C)C)(C)C)F